CC1=NC(=NC(=C1)C)O[C@H](C(=O)O)C(C1=CC=CC=C1)(C1=CC=CC=C1)OC (+)-(2S)-2-[(4,6-dimethylpyrimidin-2-yl)oxy]-3-methoxy-3,3-diphenylpropionic acid